3,5-bis(1,1-dimethylethyl)-4-hydroxybenzoic acid hexadecyl ester C(CCCCCCCCCCCCCCC)OC(C1=CC(=C(C(=C1)C(C)(C)C)O)C(C)(C)C)=O